CC1([C@@H]2CC[C@@H]([C@H](CC1)C2=C)C(=C)C)C |r| (±)-(1S,5S,6S)-2,2-Dimethyl-9-methylene-6-(prop-1-en-2-yl)bicyclo[3.3.1]nonane